(R)-N-(3-(2-((3-methoxy-1-meth-yl-1H-pyrazol-4-yl)amino)-5-meth-ylpyrimidin-4-yl)-1H-indol-7-yl)-1-(1-methylpiperidin-4-yl)pyrrolidine-2-carboxamide COC1=NN(C=C1NC1=NC=C(C(=N1)C1=CNC2=C(C=CC=C12)NC(=O)[C@@H]1N(CCC1)C1CCN(CC1)C)C)C